1-([1,1'-biphenyl]-4-yl)-6-(6-((1-methylpyrrolidin-2-yl)methoxy)pyridin-3-yl)-1H-benzo[d]imidazole C1(=CC=C(C=C1)N1C=NC2=C1C=C(C=C2)C=2C=NC(=CC2)OCC2N(CCC2)C)C2=CC=CC=C2